C(C)(C)(C)OC(N(CCC1=CC=CC=C1)CC1CNC1)=O tert-butyl-N-(azetidin-3-ylmethyl)-N-(2-phenylethyl)carbamate